C(N)(=O)C=1C(=NC=CC1)OC1=CC=C(C=C1)C(C(=O)O)C 2-(4-((3-carbamoylpyridin-2-yl)oxy)phenyl)propanoic acid